NC=1C(=C(OC1)C(=O)[O-])C1=NC=NC=C1 aminopyrimidin-4-ylfuran-2-carboxylate